4-ethyl-6-fluoro-9-methyl-1,3,4,5-tetrahydropyrido[4,3-b]indol C(C)C1CNCC2=C1NC=1C(=CC=C(C21)C)F